C1(CCCCC1)C1=NC2=C(N1)C=CC=C2C(=O)N 2-Cyclohexyl-1H-benzo[d]imidazole-4-carboxamide